diphenyl-ethylenediamide C1(=CC=CC=C1)[N-]CC[N-]C1=CC=CC=C1